2-(2-Methoxyphenyl)-4-(4-(piperazin-1-ylmethyl)phenylamino)pyrimido[4,5-d]pyridazin-5(6H)-on Hydrochlorid Cl.COC1=C(C=CC=C1)C=1N=C(C2=C(C=NNC2=O)N1)NC1=CC=C(C=C1)CN1CCNCC1